Cl.S1C(=NC2=C1C=CC=C2)C2CC(CN2)O 5-(benzo[d]thiazol-2-yl)pyrrolidin-3-ol hydrochloride